C(C)(C)C1=C(C=C(C=C1)/C=C/C1=NC=CC=C1)OC (E)-2-(4-isopropyl-3-methoxyphenylvinyl)pyridine